[Pt+2].C(CC)[Si](C(C(=O)C1=CC=CC=C1)C(=O)CC)(OC)OC.C(CC)[Si](C(C(=O)C1=CC=CC=C1)C(=O)CC)(OC)OC bis[2-(propyldimethoxysilyl)1-phenyl-3-ethyl-1,3-propanedione] platinum (II)